N-(6-((1H-pyrazol-1-yl)methyl)-5-fluoro-4-methoxybenzo[d]isoxazol-3-yl)-7-methoxy-4-methyl-2H-chromene-8-sulfonamide N1(N=CC=C1)CC1=CC2=C(C(=NO2)NS(=O)(=O)C=2C(=CC=C3C(=CCOC23)C)OC)C(=C1F)OC